N1C(NCCC12CC=CCC2)=O diazaspiro[5.5]undecan-8-en-2-one